5-[(3RS)-3-hydroxypyrrolidin-1-yl]-1,2,4-oxadiazol O[C@H]1CN(CC1)C1=NC=NO1 |r|